acetylthioisobutyric acid methyl ester COC(C(C)(C)C(C)=O)=S